C(C)C(CN1C(=C(C(C=C1)=O)OCC1=CC=CC=C1)C(C)=O)CCCC N-(2-ethylhexyl)-2-acetyl-3-benzyloxypyridin-4-one